N-[3-(dimethylamino)propyl]methyl-vinyl-amide CN(CCC[N-]C=CC)C